N1(CC=CC1)C(=O)OCCCC butyl 2,5-dihydro-1H-pyrrole-1-carboxylate